methyl (4S)-4-bromo-5-chloro-5-oxo-pentanoate Br[C@@H](CCC(=O)OC)C(=O)Cl